CS(=O)(=O)OCCCCCCCCCCCCC tridecyl methanesulfonate